Cl.COC=1C=C2C(=NC=NC2=CC1OC)N1C2CN(CC(C1)C2)S(=O)(=O)N 6-(6,7-dimethoxyquinazolin-4-yl)-3,6-diazabicyclo[3.2.1]octane-3-sulfonamide hydrochloride